ClC=1C=C(C=CC1F)NC1=NC2=C(C=CC=C2C(=N1)N[C@H](C)C1CC1)\C=C\OCC (R,E)-N2-(3-Chloro-4-fluorophenyl)-N4-(1-cyclopropylethyl)-8-(2-ethoxyvinyl)quinazoline-2,4-diamine